3-{4-[({3-[6-(dimethylamino)-4-methylpyridin-3-yl]-2,5-dimethylpyrazolo[1,5-a]pyrimidin-7-yl}(methyl)amino)methyl]phenyl}benzonitrile CN(C1=CC(=C(C=N1)C=1C(=NN2C1N=C(C=C2N(C)CC2=CC=C(C=C2)C=2C=C(C#N)C=CC2)C)C)C)C